3-{5-chloro-1-methylpyrrolo[2,3-c]pyridin-2-yl}-4-cyclopropoxy-2-methoxypyridine ClC=1C=C2C(=CN1)N(C(=C2)C=2C(=NC=CC2OC2CC2)OC)C